O5-benzyl O1-ethyl (2R)-2-[2-(2,4-dichloroanilino)thiazol-4-yl]-2-ethyl-pentanedioate ClC1=C(NC=2SC=C(N2)[C@](C(=O)OCC)(CCC(=O)OCC2=CC=CC=C2)CC)C=CC(=C1)Cl